C1(=CC=CC=C1)N(C1=CC=C(C=C1)C=C)C1=CC=CC=C1 1-N,N-diphenyl-4-vinylaniline